(2s,4s)-2-((1-((3,4-dichloro-1-methyl-1H-pyrazol-5-yl)methyl)-3-oxoisoindolin-2-yl)methyl)-5-oxa-7-azaspiro[3.4]octan-6-one ClC1=NN(C(=C1Cl)CC1N(C(C2=CC=CC=C12)=O)CC1CC2(C1)OC(NC2)=O)C